C(C)(C)(C)OC(=O)N1[C@H](C[C@@H](C1)F)C=1C(=NC=C(C1)F)O[C@@H](C)CCCN1C(C2=CC=CC=C2C1=O)=O (2R,4S)-2-(2-((S)-5-(1,3-dioxoisoindolin-2-yl)pent-2-yloxy)-5-fluoropyridin-3-yl)-4-fluoropyrrolidine-1-carboxylic acid tert-butyl ester